O1CCOC2=C1C=CC=C2C2=CC=C(C(=N2)OC)NC=2C=C(C(=O)NCC1CNC(C1)=O)C=CC2 3-[6-(2,3-Dihydro-benzo[1,4]dioxin-5-yl)-2-methoxy-pyridin-3-ylamino]-N-(5-oxo-pyrrolidin-3-ylmethyl)-benzamide